FC1=CC(=CC2=C1N=C(N=N2)C2CCNCC2)C2=CC1=C(N=C(O1)C)C(=C2)F 5-fluoro-7-(4-fluoro-2-methyl-1,3-benzoxazol-6-yl)-3-(piperidin-4-yl)-1,2,4-benzotriazine